3-(2-Chloro-6-(4-methoxyphenyl)pyrimidin-4-yl)quinoline ClC1=NC(=CC(=N1)C=1C=NC2=CC=CC=C2C1)C1=CC=C(C=C1)OC